(3R,5S)-1-(8-formylquinoxalin-5-yl)-5-methylpiperidin-3-ylcarbamic acid tert-butyl ester C(C)(C)(C)OC(N[C@H]1CN(C[C@H](C1)C)C1=C2N=CC=NC2=C(C=C1)C=O)=O